1-(2-aminoethyl)piperidine-4-carboxamide NCCN1CCC(CC1)C(=O)N